thiomorpholine-4-carboxylate N1(CCSCC1)C(=O)[O-]